O=C(/C=C/C#N)N1CCC2=CC=C(C=C12)B1OC(C(O1)(C)C)(C)C (2E)-4-oxo-4-[6-(4,4,5,5-tetramethyl-1,3,2-dioxaborolan-2-yl)-2,3-dihydroindol-1-yl]but-2-enenitrile